OCC(CO)(CO)NC(N)=O 3-[2-hydroxy-1,1-bis(hydroxymethyl)ethyl]urea